N1C[C@H](CC1)N1N=CC=C1 (S)-N-(pyrrolidin-3-yl)pyrazole